(E)-1-(5-(4-cyclopropyl-1H-imidazol-1-yl)-2-hydroxyphenyl)-3-(piperidin-1-yl)prop-2-en-1-one C1(CC1)C=1N=CN(C1)C=1C=CC(=C(C1)C(\C=C\N1CCCCC1)=O)O